2-hydroxy-4,4'-bipyridine OC1=NC=CC(=C1)C1=CC=NC=C1